(Sa,R)-6-(1-(1-(5-cyclopropylpyrimidin-2-yl)ethyl)-4-(propane-1-yn-1-yl)-1H-Indazole-7-carboxamido)spiro[3.3]heptane-2-carboxylic acid C1(CC1)C=1C=NC(=NC1)[C@@H](C)N1N=CC2=C(C=CC(=C12)C(=O)NC1CC2(CC(C2)C(=O)O)C1)C#CC